C(CCCCCCCCC)C=1C(=C(C=CC1)S(=O)(=O)[O-])OC1=C(C=CC=C1)S(=O)(=O)[O-].[Na+].[Na+] disodium decyl(sulfonatophenoxy)benzenesulfonate